C1(=CC=CC=C1)[C@H]1CC[C@H](CC1)OC[C@@H]1N(CCC[C@@H]1C1=NNC=C1)C(=O)OCC#CC but-2-yn-1-yl (CIS)-2-((((CIS)-4-phenylcyclohexyl)oxy)methyl)-3-(1H-pyrazol-3-yl)piperidine-1-carboxylate